3-(difluoromethoxy)-5-(4,4,5,5-tetramethyl-1,3,2-dioxaborolan-2-yl)aniline FC(OC=1C=C(N)C=C(C1)B1OC(C(O1)(C)C)(C)C)F